ClC=1N(C(C2=C(N1)N(C=C2C2=C(C1=C(N(N=C1C=C2)C)Cl)F)COCC[Si](C)(C)C)=O)C 2-chloro-5-(3-chloro-4-fluoro-2-methyl-2H-indazol-5-yl)-3-methyl-7-((2-(trimethylsilyl)ethoxy)methyl)-3,7-dihydro-4H-pyrrolo[2,3-d]pyrimidin-4-one